2',6'-bis(benzyloxy)-5-[4-(1,3-dioxolan-2-yl)piperidin-1-yl]2,3'-bipyridine C(C1=CC=CC=C1)OC1=NC(=CC=C1C1=NC=C(C=C1)N1CCC(CC1)C1OCCO1)OCC1=CC=CC=C1